3,8-diamino-5-(3-diethylaminopropyl)-6-phenyl-phenanthridinium iodide [I-].NC=1C=CC2=C3C=CC(=CC3=C([N+](=C2C1)CCCN(CC)CC)C1=CC=CC=C1)N